CN(CCOC1=NC2=C(N1COCC[Si](C)(C)C)C=CC=C2)C N,N-dimethyl-2-((1-((2-(trimethylsilyl)ethoxy)methyl)-1H-benzo[d]imidazol-2-yl)oxy)ethan-1-amine